FC=1C=CC=C2C=C(C=C(C12)B1OC(C(O1)(C)C)(C)C)OCOC 2-[8-fluoro-3-(methoxymethoxy)naphthalen-1-yl]-4,4,5,5-tetramethyl-1,3,2-dioxaborolane